((2R,3S,5R)-5-(4-amino-2-chloro-7H-pyrrolo[2,3-d]pyrimidin-7-yl)-2-ethynyl-3-hydroxytetrahydrofuran-2-yl)methyl benzyl carbonate C(OC[C@]1(O[C@H](C[C@@H]1O)N1C=CC2=C1N=C(N=C2N)Cl)C#C)(OCC2=CC=CC=C2)=O